(S)-10-((dimethylamino) methyl)-4-ethyl-4-hydroxy-3,14-dioxo-3,4,12,14-tetrahydro-1H-pyrano[3',4':6,7]indolizino[1,2-b]quinolin-9-ylpiperazine-1-carboxylate triflate salt OS(=O)(=O)C(F)(F)F.CN(C)CC=1C=2C=C3C(=NC2C=CC1OC(=O)N1CCNCC1)C1=CC2=C(C(N1C3)=O)COC([C@]2(O)CC)=O